6-((3-(2-Chloro-6-fluorophenyl)-2-methyl-4-oxo-3,4-dihydro-2H-pyrimido[5,4-e][1,3]oxazin-7-yl)amino)-1,1,2-trimethyl-1,2,3,4-tetrahydroisoquinoline-8-carbonitrile ClC1=C(C(=CC=C1)F)N1C(OC2=C(C1=O)C=NC(=N2)NC=2C=C1CCN(C(C1=C(C2)C#N)(C)C)C)C